ethylentetrafluorid [F-].[F-].[F-].[F-].C=C